C(C)(C)(C)C1=CC=C(C=C1)[SiH3] 4-t-butylphenylsilane